2-chloro-4-((2-isopropoxy-6-methylphenyl)amino)pyrimidine-5-carbonitrile ClC1=NC=C(C(=N1)NC1=C(C=CC=C1C)OC(C)C)C#N